C[C@H]1N([C@H](CN(C1)C=1SC2=C(N1)C=CC(=C2)C(F)(F)F)C)C(=O)OC2CC1(CN(C1)CC1=CC=C(C=C1)F)C2 2-[(4-fluorophenyl)methyl]-2-azaspiro[3.3]heptan-6-yl (2R,6S)-2,6-dimethyl-4-[6-(trifluoromethyl)-1,3-benzothiazol-2-yl]piperazine-1-carboxylate